C[PH+](C)C tris(methyl)phosphonium